C1(CC1)C[C@](C)(C1=NOC(=N1)C)NC(OCC1=CC=CC=C1)=O |r| racemic-benzyl N-[1-cyclopropyl-2-(5-methyl-1,2,4-oxadiazol-3-yl)propan-2-yl]carbamate